CN1CC2=C(C=C(C=C2CC1)CNC(C)=O)C1=CC=C(C=C1)C(F)(F)F N-((2-methyl-8-(4-(trifluoromethyl)phenyl)-1,2,3,4-tetrahydroisoquinolin-6-yl)methyl)acetamide